N-(2-chloro-3'-(7-cyano-2-((3-fluoroazetidin-1-yl)methyl)benzo[d]oxazol-5-yl)-2'-methyl-[1,1'-biphenyl]-3-yl)-1,5-dimethyl-4,5,6,7-tetrahydro-1H-imidazo[4,5-c]pyridine-2-carboxamide ClC1=C(C=CC=C1NC(=O)C=1N(C2=C(CN(CC2)C)N1)C)C1=C(C(=CC=C1)C=1C=C(C2=C(N=C(O2)CN2CC(C2)F)C1)C#N)C